CN1C=NC(=C1)C1=CC(=C2CN(CC2=C1)C(=O)OC(C)(C)C)N[C@@H]1COCC1 tert-butyl (S)-6-(1-methyl-1H-imidazol-4-yl)-4-((tetrahydrofuran-3-yl)amino)isoindoline-2-carboxylate